C(C)(C)(C)OC(=O)N1CC2(CCC(C1)C2)CCC(=O)OCC (3-ethoxy-3-oxopropyl)-3-azabicyclo[3.2.1]octane-3-carboxylic acid tert-butyl ester